ClC=1C=CC=2C=CC3=CC=C(C=C3C2C1)Cl 3,6-dichloro-phenanthrene